O=C1NCC2=CC=C(C=C12)CCC(=O)NN 3-(3-Oxoisoindolin-5-yl)propanehydrazide